C(C1CO1)OCC1=C(C=C)C(=CC(=C1)COCC1CO1)COCC1CO1 2,4,6-tris(glycidyloxymethyl)styrene